COC1=NC=CC2=C(C=CC=C12)N1N=CC(=C1C(F)(F)F)C=CC(C)(S(=O)N)C ((1-(1-methoxyisoquinolin-5-yl)-5-(trifluoromethyl)-1H-pyrazol-4-yl)methylene)-2-methylpropan-2-sulfinamide